4,4,5,5-tetramethyl-2-(3-oxaspiro[5.5]undec-8-en-9-yl)-1,3,2-dioxaborolane CC1(OB(OC1(C)C)C1=CCC2(CCOCC2)CC1)C